(R)-2-methyl-N-((R/S)-1-(2-methyl-3-(trifluoromethyl)phenyl)ethyl)propane-2-sulfinamide CC(C)(C)[S@@](=O)N[C@H](C)C1=C(C(=CC=C1)C(F)(F)F)C |&1:7|